N-[(10-oxo-9,10-dihydro-9-oxa-10-phosphaphenanthren-10-yl)methyl]-6-phenyl-1,3,5-triazine-2,4-diamine O=P1(OC2=CC=CC=C2C=2C=CC=CC12)CNC1=NC(=NC(=N1)N)C1=CC=CC=C1